[4-(4-piperidyloxy)phenyl]methanol N1CCC(CC1)OC1=CC=C(C=C1)CO